BrC1=CC(=C(C(=O)NC2=NC(=CN=C2)N2CCC(CC2)(F)F)C=C1)C1=CCC2(CC2)CC1 4-bromo-N-(6-(4,4-difluoropiperidin-1-yl)pyrazin-2-yl)-2-(spiro[2.5]oct-5-en-6-yl)benzamide